5-(3-((tetrahydrofuran-2-yl)ethynyl)phenoxy)-1H-1,2,3-triazole-4-carboxylic acid O1C(CCC1)C#CC=1C=C(OC2=C(N=NN2)C(=O)O)C=CC1